1,1':3',1'':3'',1'''-quaterphenyl C1(=CC=CC=C1)C1=CC(=CC=C1)C1=CC(=CC=C1)C1=CC=CC=C1